N-Boc-tryptophan C(=O)(OC(C)(C)C)N[C@@H](CC1=CNC2=CC=CC=C12)C(=O)O